C(C)(C)C1=C(C(=NN=N1)C=1C(=NC=CC1)C1=NC2=C(C=C1C)OC1=C2C=CC=C1)C(C)C [di(isopropyl)triazinyl](methylbenzofuropyridinyl)pyridine